4-piperidyl 4-[[4-[[2-(6-methyl-2-pyridyl)pyrimidin-4-yl]amino]pyrimidin-2-yl]amino]thiophene-2-carboxylate CC1=CC=CC(=N1)C1=NC=CC(=N1)NC1=NC(=NC=C1)NC=1C=C(SC1)C(=O)OC1CCNCC1